methyl 2-(6-(cyclopropanesulfonylamino) pyrazin-2-yl)-2-methoxyacetate C1(CC1)S(=O)(=O)NC1=CN=CC(=N1)C(C(=O)OC)OC